(3-(3-amino-5-((3S,4S)-4-amino-3-methyl-2-oxa-8-azaspiro[4.5]decan-8-yl)pyrazin-2-yl)-2-chlorophenyl)dimethylphosphine oxide NC=1C(=NC=C(N1)N1CCC2([C@@H]([C@@H](OC2)C)N)CC1)C=1C(=C(C=CC1)P(C)(C)=O)Cl